N-(5-chloro-4-(5,5-dimethyl-5,6-dihydro-4H-pyrrolo[1,2-b]pyrazol-3-yl)pyridin-2-yl)-1-((2-(2,6-dioxopiperidin-3-yl)-4-fluoro-1,3-dioxoisoindolin-5-yl)methyl)piperidine-4-carboxamide ClC=1C(=CC(=NC1)NC(=O)C1CCN(CC1)CC=1C(=C2C(N(C(C2=CC1)=O)C1C(NC(CC1)=O)=O)=O)F)C1=C2N(N=C1)CC(C2)(C)C